[I-].P(=O)([O-])([O-])[O-].[Sn+4] tin phosphate iodide